(S)-1-(4-(4-(difluoromethyl)thiazol-5-yl)phenyl)ethylamine hydrochloride Cl.FC(C=1N=CSC1C1=CC=C(C=C1)[C@H](C)N)F